2',3'-didehydro-3'-deoxy-4'-ethynyl-thymidine C(#C)[C@]1(C=C[C@@H](O1)N1C(=O)NC(=O)C(C)=C1)CO